OCC(CO)NC(=O)C1=CC2=C(N(C(=N2)NC=2OC3=C(N2)C=CC(=C3)OC(F)(F)F)C)C=C1 N-(1,3-dihydroxypropan-2-yl)-1-methyl-2-((6-(trifluoromethoxy)benzo[d]oxazol-2-yl)amino)-1H-benzo[d]imidazole-5-carboxamide